Cl.Cl.C1=NC=CC2=C(C=CC=C12)C(=O)[C@@H]1CNC[C@H]1C1=CC=CC=C1 isoquinolin-5-yl-[(3S,4R)-4-phenylpyrrolidin-3-yl]methanone dihydrochloride